C(=O)(OC(C)(C)C)NC1=C(C=CC=C1)N mono-BOCphenylenediamine